4-((1s,4r)-4-pentylcyclohexyl)benzoic acid CCCCCC1CCC(CC1)C2=CC=C(C=C2)C(=O)O